O=CCOC(CC=1C=CC=2C3(C4=CC=CC=C4SC2C1OCCOC(C)=O)OCC(CO3)C3=CC=CC=C3)=O 2-[4'-(2-acetoxyethoxy)-5-phenyl-spiro[1,3-dioxane-2,9'-thioxanthen]-3'-yl]acetic acid oxoethyl ester